CC(C1=CC=CC=C1)C(CC(C(=O)C1=CC=CC=C1)N(C)C)N1CCOCC1 4-(methylbenzyl)-2-(dimethylamino)-4-morpholino-butyrophenone